3-(2,6-dimethoxyphenyl)-5-(1-isopropylbenzotriazol-5-yl)-1,2,4-oxadiazole COC1=C(C(=CC=C1)OC)C1=NOC(=N1)C1=CC2=C(N(N=N2)C(C)C)C=C1